[I-].CN1C=[NH+]C(=C1I)I 1-methyl-4,5-diiodoimidazolium iodide